(R)-2-(2-(diphenylphosphino)phenyl)-4-phenyl-4,5-dihydro-oxazole C1(=CC=CC=C1)P(C1=C(C=CC=C1)C=1OC[C@H](N1)C1=CC=CC=C1)C1=CC=CC=C1